OC1=C(C=C(C=C1C(C)CC)C)N1N=C2C(=N1)C=CC=C2 2-(2'-hydroxy-3'-sec-butyl-5'-methylphenyl)benzotriazole